1-[3-acetyl-6-[5-[[6-(2,2-difluoroethoxy)pyridazin-3-yl]amino]benzimidazol-1-yl]-2-pyridyl]-5-methyl-pyrazole-3-carbonitrile C(C)(=O)C=1C(=NC(=CC1)N1C=NC2=C1C=CC(=C2)NC=2N=NC(=CC2)OCC(F)F)N2N=C(C=C2C)C#N